C1(=CC=CC=C1)NC(=O)C1=CC=C(C=C1)C1=CC=C(C=C1)C(=O)NC1=CC=CC=C1 N,N'-diphenyl-(1,1'-biphenyl)-4,4'-diamide